2-(pyridin-2-yl)-4-(4-azacarbazol-9-yl)phenol N1=C(C=CC=C1)C1=C(C=CC(=C1)N1C2=CC=CC=C2C=2N=CC=CC12)O